2-chloro-6-(ethylsulfanyl)-4-methyl-3-nitropyridine ClC1=NC(=CC(=C1[N+](=O)[O-])C)SCC